C(C1=CC=CC=C1)OC1=CC=C(C=C1)C1(COC1)SC 3-[4-(benzyloxy)phenyl]-3-(methylsulfanyl)oxetane